3-(4-(methylsulfinyl)butyl)benzen CS(=O)CCCCC=1C=CC=CC1